F[C@H]1C[C@H](N2N=C(N=C21)[S@](=O)C(F)(F)F)C2=CC=CC=C2 |&1:1,3| Rac-(5S,7S)-7-fluoro-5-phenyl-2-[(S)-trifluoromethylsulfinyl]-6,7-dihydro-5H-pyrrolo[1,2-b][1,2,4]triazole